ClC1=CC(=C(C=C1)C1=CC=C(N=N1)N([C@H]1[C@H]([C@@H]2CCC[C@H](C1)N2C(=O)OC(C)(C)C)F)C)OCOC tert-butyl (1S,2R,3R,5R)-3-((6-(4-chloro-2-(methoxymethoxy)phenyl)pyridazin-3-yl)(methyl)amino)-2-fluoro-9-azabicyclo[3.3.1]nonane-9-carboxylate